rac-(1S*,2S*)-2-(4-(trifluoromethyl)pyrimidin-2-yl)cyclopropane-1-carboxamide FC(C1=NC(=NC=C1)[C@@H]1[C@H](C1)C(=O)N)(F)F |r|